N,N-diethylaminoethyl 9,11,15-trihydroxy-15-methylprosta-5,13-dien-1-oate OC1[C@H](CC=CCCCC(=O)OCCN(CC)CC)[C@H](C(C1)O)C=CC(CCCCC)(C)O